FC1=CC2=C(C=3C(CNC3C=C2)C)C=C1 7-fluoro-1-methyl-2,3-dihydro-1H-benzo[e]indole